ClC1=C(C=CC=C1)C=1N(C2=NC(=NC(=C2N1)N1CCC(CC1)(C(=O)N)C)N(C)CC1(CC1)O)C1=CC=C(C=C1)Cl 1-[8-(2-chlorophenyl)-9-(4-chlorophenyl)-2-[(1-hydroxycyclopropyl)methyl-methyl-amino]purin-6-yl]-4-methyl-piperidine-4-carboxamide